NC1=CC(=C2C(N(CCCCC[C@@](C3=NN=C(C1=N2)O3)(C(F)(F)F)O)CC3=CC(=CC=C3)Cl)=O)C(F)(F)F (6R)-17-amino-12-[(3-chlorophenyl)methyl]-6-hydroxy-6,15-bis(trifluoromethyl)-19-oxa-3,4,12,18-tetrazatricyclo[12.3.1.12,5]nonadeca-1(18),2,4,14,16-pentaen-13-one